neopentyl-pivalic acid C(C(C)(C)C)CC(C(=O)O)(C)C